O1CCN(CC1)C1=CC(=NC=2N1N=C(C2)C(=O)N)N2N=C(C=C2)C2=CC=CC=C2 7-morpholino-5-(3-phenyl-1H-pyrazol-1-yl)pyrazolo[1,5-a]pyrimidine-2-carboxamide